FC(C=1C=C(C=C(C1)C(F)(F)F)OB(O)O)(F)F 3,5-di-(trifluoromethyl)phenyl-boric acid